C[C@H]1CN(C[C@H](C1)C)C1=NN=C(O1)NC1=NC2=C(N1)C=CC=C2OC 5-((3R,5S)-3,5-dimethylpiperidin-1-yl)-N-(4-methoxy-1H-benzo[d]imidazol-2-yl)-1,3,4-oxadiazol-2-amine